NC1=NC2=CC(=C(C=C2C=C1C)C(=O)N(CC1=NC=C(C=C1)C(F)(F)F)CC(C)C)F 2-amino-7-fluoro-3-methyl-N-(2-methylpropyl)-N-((5-(trifluoromethyl)-2-pyridinyl)methyl)-6-quinolinecarboxamide